tert-Butyl-2-(6-chloropyridin-2-yl)-1H-pyrrolo[2,3-b]pyridine-1-carboxylate C(C)(C)(C)OC(=O)N1C(=CC=2C1=NC=CC2)C2=NC(=CC=C2)Cl